(2S)-2-[(2S)-2-[2-(4-acetylpiperazin-1-yl)acetamido]propionamido]-3-(4-methoxyphenyl)propanoic acid methyl ester COC([C@H](CC1=CC=C(C=C1)OC)NC([C@H](C)NC(CN1CCN(CC1)C(C)=O)=O)=O)=O